1,2,2,6,6-pentamethyl-4-piperidyl stearate C(CCCCCCCCCCCCCCCCC)(=O)OC1CC(N(C(C1)(C)C)C)(C)C